N=1N=CN2C1C=CC(=C2)C2=CNC=1N=C(N=C(C12)OC)NC1CC2(C1)CCN(CC2)C(C)=O 1-(2-((5-([1,2,4]triazolo[4,3-a]pyridin-6-yl)-4-methoxy-7H-pyrrolo[2,3-d]pyrimidin-2-yl)amino)-7-azaspiro[3.5]nonan-7-yl)ethan-1-one